C(CCCCCCCCCCCCC)C=1C(=NC=CC1)C tetradecyl-methyl-pyridine